C1(CC1)C1=C(C(=C2C(=N1)CCC2)NC(=O)N=[S@@](=O)(N)C=2SC(=CC2F)C(C)(C)O)C2CC2 |o1:16| (S) or (R)-N'-((2,3-dicyclopropyl-6,7-dihydro-5H-cyclopenta[b]pyridin-4-yl)carbamoyl)-3-fluoro-5-(2-hydroxypropan-2-yl)thiophene-2-sulfonimidamide